ClC1=NC(=CC(=C1)C(=O)N(C)C)C 2-chloro-N,N,6-trimethyl-4-pyridinecarboxamide